copper-zinc-nickel hydroxide [Ni](O)O.[Zn].[Cu]